2-({2-Chloro-5-cyano-3-[(2S)-4-[1-(2-methoxyethyl)azetidin-3-yl]-2-methylpiperazin-1-yl]phenyl}amino)-4-(cyclopropylamino)pyrazolo[1,5-a][1,3,5]triazine-8-carbonitrile ClC1=C(C=C(C=C1N1[C@H](CN(CC1)C1CN(C1)CCOC)C)C#N)NC1=NC=2N(C(=N1)NC1CC1)N=CC2C#N